C(N1N=C(N=C1)C(=O)OC)([2H])([2H])[2H] methyl 1-(2H3)methyl-1H-1,2,4-triazole-3-carboxylate